[Si](C)(C)(C(C)(C)C)OC=1C=C2C(=CNC2=CC1)C(CN)(C)C 2-(5-((Tert-butyldimethylsilyl)oxy)-1H-indol-3-yl)-2-methylpropan-1-amine